F[C@@H]1[C@H](CN(CC1)C)NC=1N=NC(=C(N1)C)C1=CC=C2C(C=CS2)=C1O 5-(3-(((3S,4S)-4-fluoro-1-methylpiperidin-3-yl)amino)-5-methyl-1,2,4-triazine-6-yl)benzothiophene-4-ol